ClC=1C(=NC(=NC1)NC=1C(=CC(=C(C1)NC(C=C)=O)N(C)CCN(C)C)OC)NC1=C(C=CC=C1)NS(=O)(=O)C1=CC=CC=C1 N-(5-((5-chloro-4-((2-(phenylsulfonamido)phenyl)amino)pyrimidin-2-yl)amino)-2-((2-(dimethylamino)ethyl)(methyl)amino)-4-methoxyphenyl)acrylamide